(7-ethoxy-6-methoxy-1-(2-(5-methoxy-1H-indazol-3-yl)ethyl)-3,4-dihydroisoquinolin-2(1H)-yl)(morpholinyl)methanone C(C)OC1=C(C=C2CCN(C(C2=C1)CCC1=NNC2=CC=C(C=C12)OC)C(=O)N1CCOCC1)OC